(S)-2-((4-((6-((4-cyano-2-fluorophenoxy)methyl)pyridine-2-yl)oxy)piperidin-1-yl)methyl)-3-(oxetan-2-ylmethyl)-3H-imidazolo[4,5-b]pyridine-5-carboxylic acid C(#N)C1=CC(=C(OCC2=CC=CC(=N2)OC2CCN(CC2)CC2=NC=3C(=NC(=CC3)C(=O)O)N2C[C@H]2OCC2)C=C1)F